N(=C=O)CCCCCCCCC1=CCC(C(C1CCCCCCCCN=C=O)CCCCCCCC)CCCCCC 2,3-bis(8-isocyanatooctyl)-4-octyl-5-hexylcyclohexene